5-(3-fluoropropoxy)-4-methoxy-pyrimidin-2-amine FCCCOC=1C(=NC(=NC1)N)OC